C=C(C(=O)OCCN(C)C)CC(N[C@@H](C)C1=CC=C(C=C1)C(F)(F)F)=O 2-(dimethylamino)ethyl (S)-2-methylene-4-oxo-4-((1-(4-(trifluoromethyl)phenyl)ethyl)amino)butanoate